C(C)(C)(C)OCCCNC(=O)C=1C=C(C=NC1OC)C1=CC=C2C(=NNC2=C1)C(=O)NC 6-(5-{[3-(tert-butoxy)propyl]carbamoyl}-6-methoxypyridin-3-yl)-N-methyl-1H-indazole-3-carboxamide